CC=1C(=NC=C(C1)C)N[C@H]1C[C@H](N(C1)C(=O)OC(C)(C)C)COC tert-butyl (2S,4S)-4-(3,5-dimethylpyridin-2-ylamino)-2-methoxymethylpyrrolidine-1-carboxylate